(3R,4R)-1-(1-((R)-1-(5-Chloropyrimidin-2-yl)ethyl)-5,6-difluoro-1H-benzo[d]imidazol-2-yl)-4-fluoropiperidin-3-amin ClC=1C=NC(=NC1)[C@@H](C)N1C(=NC2=C1C=C(C(=C2)F)F)N2C[C@H]([C@@H](CC2)F)N